(E)-N'-(3-fluorophenyl)urea FC=1C=C(C=CC1)NC(N)=O